6'-(2-(1-(Cyclopropylsulfonyl)-1H-pyrazol-4-yl)pyrimidin-4-yl)-N4'-((1s,4s)-4-((2-fluoroethyl)amino)cyclohexyl)-[2,3'-bipyridine]-4',6'-diamine C1(CC1)S(=O)(=O)N1N=CC(=C1)C1=NC=CC(=N1)C1(C=C(C(=CN1)C1=NC=CC=C1)NC1CCC(CC1)NCCF)N